N1=C(C=CC=C1)OC=1C=C(C=CC1)C1=NOC(C1)C(=O)N 3-(3-(pyridin-2-yloxy)phenyl)-4,5-dihydroisoxazole-5-carboxamide